(5E-8E)-5-(2-hydroxyethylidene)-9,13-dimethyltetradeca-8,12-dien-2-one OC\C=C(\CCC(C)=O)/CC\C=C(\CCC=C(C)C)/C